3,3,4,4,5,5,6,6-octafluoro-2-hexanone FC(C(C)=O)(C(C(C(F)F)(F)F)(F)F)F